C(CC)N1C2=CC=C(C=C2C=2C=C(C=CC12)C(C)=O)C(C1=C(C=CC=C1)C)=O 1-[9-propyl-6-(2-methylbenzoyl)-9H-carbazol-3-yl]ethanone